5-chloro-1-(2-hydroxyethyl)-1'-{2-[4-(3-methanesulfonyloxetan-3-yl)phenoxy]ethyl}-1,2-dihydrospiro[indole-3,4'-piperidin]-2-one ClC=1C=C2C(=CC1)N(C(C21CCN(CC1)CCOC1=CC=C(C=C1)C1(COC1)S(=O)(=O)C)=O)CCO